CC(CCCCC(CCCCCCCCC)O)O hexadecane-2,7-diol